[OH-].C(C1=CC=CC=C1)[N+](C)(C)CCO benzyl-(2-hydroxyethyl)dimethylammonium hydroxide